(S)-N-(4-((5R,7R)-6-(3-((tert-butyldiphenylsilyl)oxy)-2,2-difluoropropyl)-7-methyl-5,6,7,8-tetrahydro-[1,3]dioxolano[4,5-g]isoquinolin-5-yl)phenyl)-1-(3-fluoropropyl)pyrrolidin-3-amine [Si](C1=CC=CC=C1)(C1=CC=CC=C1)(C(C)(C)C)OCC(CN1[C@@H](C=2C=C3C(=CC2C[C@H]1C)OCO3)C3=CC=C(C=C3)N[C@@H]3CN(CC3)CCCF)(F)F